N-{[2-fluoro-5-(trifluoromethyl)phenyl]methyl}-5-[2-(2-hydroxyacetamido)imidazo[1,2-b]pyridazin-6-yl]-2-methoxypyridine-3-carboxamide FC1=C(C=C(C=C1)C(F)(F)F)CNC(=O)C=1C(=NC=C(C1)C=1C=CC=2N(N1)C=C(N2)NC(CO)=O)OC